CC(CO)CC(C)C 2,4-dimethyl-1-pentanol